ClC1=NC=C(C(=N1)C=1C=NC(=C(C1)F)OC(C)C)OC 2-chloro-4-(5-fluoro-6-isopropoxypyridin-3-yl)-5-methoxypyrimidine